COC1=C(C(=O)O)C=C(C=C1)CCCN1CCOCC1 2-methoxy-5-(3-morpholinopropyl)benzoic acid